C1(CC1)C1=NC=CC(=C1)C1=NOC(=N1)[C@H](C)NC(C1=CC=CC=C1)=O (S)-N-(1-(3-(2-cyclopropylpyridin-4-yl)-1,2,4-oxadiazol-5-yl)ethyl)benzamide